5-p-tolylmethyl-3-Phenylcyclohex-2-enone C1(=CC=C(C=C1)CC1CC(=CC(C1)=O)C1=CC=CC=C1)C